(R)-4-[3-fluoro-4-(trifluoromethyl)phenyl]sulfonylmorpholin FC=1C=C(C=CC1C(F)(F)F)S(=O)(=O)N1CCOCC1